CN(C)CC=1C=CC(N(C1)C(C(=O)NC(CC(=O)[O-])C=1C=NC=C(C1)C1=C(C=CC=C1C)C)CC(C)C)=O 3-(2-(5-((dimethylamino)methyl)-2-oxopyridin-1(2H)-yl)-4-methylpentanamido)-3-(5-(2,6-dimethylphenyl)pyridin-3-yl)propanoate